[Si](C)(C)(C(C)(C)C)OCC[C@@H]1NC[C@H](N(C1)C(=O)OC(C)(C)C)C tert-butyl (2R,5S)-5-(2-((tert-butyldimethylsilyl) oxy) ethyl)-2-methylpiperazine-1-carboxylate